N(=[N+]=[N-])NN (azido)hydrazine